7-amino-3-(2-fluoro-6-methyl-phenyl)-1-[(3S)-pyrrolidin-3-yl]-4H-pyrido[4,3-d]pyrimidin-2-one NC1=CC=2N(C(N(CC2C=N1)C1=C(C=CC=C1C)F)=O)[C@@H]1CNCC1